ClC1=CN2C=C(N=C2C=C1)C(=O)N1[C@H]2CC(C[C@@H]1CC2)NC=2C=C(C(=CC2)C)C#N 4-{(1R,3s,5S)-8-[(5-chloro-1,3a-diaza-2-indenyl)carbonyl]-8-azabicyclo[3.2.1]oct-3-ylamino}-2-toluonitrile